FC(C1=CC=C(C=C1)C1=CC=C2CCN(CC2=C1)S(=O)(=O)C=C)(F)F 7-(4-(trifluoromethyl)phenyl)-2-(vinylsulfonyl)-1,2,3,4-tetrahydroisoquinoline